2-[2-(2-chloro-6-methyl-pyridin-3-yl)-benzimidazol-1-yl]-2,N-dicyclohexyl-acetamide ClC1=NC(=CC=C1C1=NC2=C(N1C(C(=O)NC1CCCCC1)C1CCCCC1)C=CC=C2)C